6-(4-chloro-2,6-dimethylphenyl)-2-oxa-6-azaspiro[3.3]heptane ClC1=CC(=C(C(=C1)C)N1CC2(COC2)C1)C